BrC1=CC=CC=C1 p-Bromobenzol